6-benzyl-1-(3-(cyanomethyl)piperazin-1-yl)-3-(4-methylpiperazin-1-yl)-5,6,7,8-tetrahydro-2,6-naphthyridine-4-carbonitrile hydrochloride Cl.C(C1=CC=CC=C1)N1CC=2C(=C(N=C(C2CC1)N1CC(NCC1)CC#N)N1CCN(CC1)C)C#N